F[C@@H]1C[C@H](N(C1)C(=O)C1=NNC(=C1)C1=CC=NC=C1)C(=O)N[C@H](C1=CC=C(C=C1)C(C)C)C1=CC=CC=C1 (2S,4R)-4-fluoro-N-[(S)-phenyl[4-(propan-2-yl)phenyl]methyl]-1-[5-(pyridin-4-yl)-1H-pyrazole-3-carbonyl]pyrrolidine-2-carboxamide